1-(3,4-dichlorophenyl)ethan-1-ol ClC=1C=C(C=CC1Cl)C(C)O